ClC1=CC(=C(C=C1Cl)C(C1CCN(CC1)C(=O)N)NS(=O)C(C)(C)C)OCC=C 4-[[4,5-dichloro-2-(prop-2-en-1-yloxy)phenyl][(2-methylpropane-2-sulfinyl)amino]methyl]piperidine-1-carboxamide